CN1[C@@H](CCC1)C1=NC(=NC2=CC=CC=C12)OC[C@@]1(N(CCC1)C)O ((S)-1-methylpyrrolidin-2-yl)-2-(((S)-1-methylpyrrolidine-2-ol-2-yl)methoxy)quinazoline